2-(benzhydrylideneamino)acetonitrile C(C1=CC=CC=C1)(C1=CC=CC=C1)=NCC#N